COC1=C(OCC(=O)O)C=CC(=C1)C(=O)OC 2-(2-methoxy-4-methoxycarbonyl-phenoxy)acetic acid